2-[(1S)-1-(3-ethoxy-4-methoxyphenyl)-2-methylsulfonylethyl]-2,3-dihydro-1H-isoindole-1,3-dione C(C)OC=1C=C(C=CC1OC)[C@@H](CS(=O)(=O)C)N1C(C2=CC=CC=C2C1=O)=O